C1=C(C=CC=2CC3=CC=CC=C3CC12)S(=O)(=O)[O-] 9,10-dihydro-2-anthracenesulfonate